Copper (S)-2,2'-(7-(2-((2-((2-((1-amino-3-(1H-indol-3-yl)-1-oxopropan-2-yl)amino)-2-oxoethyl)amino)-2-oxoethyl)amino)-2-oxoethyl)-1,4,7-triazonane-1,4-diyl)diacetate NC([C@H](CC1=CNC2=CC=CC=C12)NC(CNC(CNC(CN1CCN(CCN(CC1)CC(=O)[O-])CC(=O)[O-])=O)=O)=O)=O.[Cu+2]